tert-butyl (1R,5S)-3-(7-chloro-8-fluoro-2-(((S)-1-methylpiperidin-2-yl)methoxy)pyrido[4,3-d]pyrimidin-4-yl)-3,8-diazabicyclo[3.2.1]octane-8-carboxylat ClC1=C(C=2N=C(N=C(C2C=N1)N1C[C@H]2CC[C@@H](C1)N2C(=O)OC(C)(C)C)OC[C@H]2N(CCCC2)C)F